COC(=O)C1=C(C2=C(N(C(C1)=O)CC1=CC(=C(C=C1)C)C)C=CC=C2)O.OC=2C(N=C1C=CC=CC21)=O hydroxyindolone Methyl-1-(3,4-dimethylbenzyl)-5-hydroxy-2-oxo-2,3-dihydro-1H-benzo[b]azepine-4-carboxylate